2-amino-4'-(trifluoromethyl)benzophenone NC1=C(C(=O)C2=CC=C(C=C2)C(F)(F)F)C=CC=C1